COC(=O)C1=CC2=C(N=C(S2)N)C(=C1)C1NCOC1 2-amino-4-(oxazolidin-4-yl)-1,3-benzothiazole-6-carboxylic acid methyl ester